(1r,4r)-N,N,1-tri-methyl-4-(2-((methyl-(2-(methylamino)-ethyl)amino)methyl)-5,6-dihydro-4H-pyrrolo[1,2-b]pyrazol-3-yl)cyclohexane-1-carboxamide CN(C(=O)C1(CCC(CC1)C1=C2N(N=C1CN(CCNC)C)CCC2)C)C